CC[C@H](C)[C@@H](C(=O)N[C@@H](CC(=O)N)C(=O)N[C@@H](CC1=CNC2=CC=CC=C21)C(=O)N[C@@H](CCCCN)C(=O)NCC(=O)N[C@@H]([C@@H](C)CC)C(=O)N[C@@H](C)C(=O)N[C@@H](C)C(=O)N[C@@H](CCSC)C(=O)N[C@@H](C)C(=O)N[C@@H](CCCCN)C(=O)N[C@@H](CCCCN)C(=O)N[C@@H](CC(C)C)C(=O)N[C@@H](CC(C)C)C(=O)N)N The molecule is a member of the class of mastopyrans that is a 14-amino acid polypeptide comprising isoleucyl, asparaginyl, tryptophyl, lysyl, glycyl, isoleucyl, alanyl, alanyl, methionyl, alanyl, lysyl, lysyl, leucyl, and leucinamide residues coupled in sequence. It is the major active component of the venom of the hornet Vespa velutina and causes degranulation of mast cells. It exhibits antimicrobial activity against both Gram-positive and -negative bacteria as well as haemolytic activity on chicken, human and sheep erythrocytes. It has a role as an antibacterial agent. It is a member of mastoparans and a peptidyl amide.